ClC1=CC=C2C(=CNC2=C1C1=NC=CC=N1)S(=O)(=O)NC1=NC(=C(C(=N1)OC)C1C(C1)C#N)OC 6-chloro-N-[5-(2-cyanocyclopropyl)-4,6-dimethoxy-pyrimidin-2-yl]-7-(2-pyrimidyl)-1H-indole-3-sulfonamide